6-bromo-4,5-dihydro-1H-benzo[c]azepin-3(2H)-one BrC1=CC=CC=2CNC(CCC21)=O